7-[[5-(4-methylpiperazin-1-yl)-2-pyridyl]amino]-4-(2-morpholinopyrimidin-4-yl)isoindolin-1-one CN1CCN(CC1)C=1C=CC(=NC1)NC=1C=CC(=C2CNC(C12)=O)C1=NC(=NC=C1)N1CCOCC1